FC1([C@H](C2=C(N(N=C2C(F)(F)F)C2=CC=C(C=C2)C(F)(F)F)C1)O)F (4S)-5,5-difluoro-3-(trifluoromethyl)-1-[4-(trifluoromethyl)phenyl]-4,6-dihydro-cyclopenta[c]pyrazol-4-ol